N-[2-oxo-2-(1,2,3,4-tetrahydronaphthalene-1-ylamino)ethyl]-5,6,7,8-tetrahydronaphthalene-2-carboxamide O=C(CNC(=O)C1=CC=2CCCCC2C=C1)NC1CCCC2=CC=CC=C12